C(C)(C)OC(=O)N1CC2(C1)CC(C2)[C@H](C(F)(F)F)C(=O)NC2=CC=C(C=C2)Cl |o1:13| (S or R)-6-(3-((4-chlorophenyl)amino)-1,1,1-trifluoro-3-oxopropan-2-yl)-2-azaspiro[3.3]heptane-2-carboxylic acid isopropyl ester